2,2-dimethoxy-propane COC(C)(C)OC